4-(6-((4-chloro-1-(4-(difluoromethyl)phenyl)-1H-1,2,3-triazol-5-yl)methoxy)pyridazin-3-yl)piperazin-2-one ClC=1N=NN(C1COC1=CC=C(N=N1)N1CC(NCC1)=O)C1=CC=C(C=C1)C(F)F